(6R)-6-benzyloxy-17-nitro-12,12-bis(trideuteromethyl)-6,15-bis(trifluoromethyl)-19-oxa-3,4,13,18-tetraazatricyclo[12.3.1.12,5]nonadec-1(18),2,4,9,14,16-hexaene C(C1=CC=CC=C1)O[C@]1(C2=NN=C(C=3C(=CC(=C(NC(CC=CCC1)(C([2H])([2H])[2H])C([2H])([2H])[2H])N3)C(F)(F)F)[N+](=O)[O-])O2)C(F)(F)F